5-((2-Bromophenyl)amino)-3-(1H-indol-4-yl)pyridin-2(1H)-one BrC1=C(C=CC=C1)NC=1C=C(C(NC1)=O)C1=C2C=CNC2=CC=C1